C12N[C@@H](C(CC1)CC2)C(=O)N2CC(CC2)C2=CN(C1=CN=CC=C12)C1=C(C(=O)N(C(C)C)C(C)C)C=C(C=C1)F 2-(3-{1-[(3S)-2-azabicyclo[2.2.2]octane-3-carbonyl]pyrrolidin-3-yl}-1H-pyrrolo[2,3-c]pyridin-1-yl)-5-fluoro-N,N-di(propan-2-yl)benzamide